C(CCCCCCCCC)N(C(CCCCCCCCC)=O)CCCCCCCCN(CC1CC(C1)O)CCCCCCCC(=O)N(CCCCCCCCCC)CCCCCCCCCC N-decyl-N-(8-((8-(didecylamino)-8-oxooctyl)(((1S,3S)-3-hydroxycyclobut-yl)methyl)amino)-octyl)decanamide